Tert-butyl-(dimethyl)((cis-3-((2,3,4-trifluorobenzyl)oxy)cyclobutyl)oxy)silane C(C)(C)(C)[Si](O[C@@H]1C[C@@H](C1)OCC1=C(C(=C(C=C1)F)F)F)(C)C